BrC1=CC=CC=2C(=C(SC21)C#CCNC=2C=C(C(=O)NC)C=CC2OC)SC(F)(F)F 3-[(3-{7-bromo-3-[(trifluoromethyl)sulfanyl]-1-benzothiophen-2-yl}prop-2-yn-1-yl)amino]-4-methoxy-N-methylbenzamide